C(\C=C/CCC)(=O)O (Z)-HEX-2-ENOIC ACID